Cl.COC(C[C@@H](C1=CC(=CC=C1)C1CC1)N)=O.CSCCC=O 3-(Methylthio)propanal Methyl-(S)-3-Amino-3-(3-Cyclopropylphenyl)Propanoate Hydrochloride